C(C1=CC=CC=C1)(C1=CC=CC=C1)N1CC(C1)C(C)(C=1OC(=NN1)C)NS(=O)C(C)(C)C N-(1-(1-benzhydryl-azetidin-3-yl)-1-(5-methyl-1,3,4-oxadiazol-2-yl)ethyl)-2-methylpropane-2-sulfinamide